FC(COC1=C(C=CC=C1)C1=NC(=CC2=C1CN(C2=O)C2=CC=C(C=C2)F)C(C)(C)O)F 4-[2-(2,2-difluoroethoxy)phenyl]-2-(4-fluorophenyl)-6-(2-hydroxypropan-2-yl)-2,3-dihydro-1H-pyrrolo[3,4-c]pyridin-1-one